Cl.ClCC1=CC(=C(C=C1)CN1C=CC=2N=C(N=C(C21)NCCCCC)N)OC 5-{[4-(chloromethyl)-2-methoxyphenyl]methyl}-N4-pentyl-5H-pyrrolo[3,2-d]pyrimidine-2,4-diamine hydrochloride